8-(benzyloxy)-6-(isoxazol-4-yl)-3,4-dihydroisoquinoline-2(1H)-carboxylic acid tert-butyl ester C(C)(C)(C)OC(=O)N1CC2=C(C=C(C=C2CC1)C=1C=NOC1)OCC1=CC=CC=C1